CN(C1=CC=C(C=2N1N=C(N2)C)C=2C=1N(C(=NC2)NCC2=C(C=CC3=C2CCO3)F)C=NN1)C 8-(5-(Dimethylamino)-2-methyl-[1,2,4]triazolo[1,5-a]pyridin-8-yl)-N-((5-fluoro-2,3-Dihydrobenzofuran-4-yl)methyl)-[1,2,4]triazolo[4,3-c]pyrimidin-5-amine